N1(CCC1)CC1(CC1)NC(C(F)(F)C1=CC=C(C=C1)C#N)=O N-(1-(azetidin-1-ylmethyl)cyclopropyl)-2-(4-cyanophenyl)-2,2-difluoroacetamide